8-Methoxy-3-(5-propyl-1,2-oxazol-3-yl)-2-(trifluoromethyl)-4H-pyrido[1,2-a]pyrimidin-4-one COC1=CC=2N(C(C(=C(N2)C(F)(F)F)C2=NOC(=C2)CCC)=O)C=C1